3-(2-Chlorophenyl)-1,3-thiazinan-2-imine ClC1=C(C=CC=C1)N1C(SCCC1)=N